phthalimidophenyl-3,1-benzoxazine-4-one C1(C=2C(C(N1C1=CC=CC3=C1C(OC(=N3)C3=CC=CC=C3)=O)=O)=CC=CC2)=O